CNC(=O)N1CC=2N(CC1)C(=NC2C2=C1C=C(C(=NC1=CC=C2)C=2C=NN(C2)C)C(F)(F)F)C2CCOCC2 N-methyl-1-(2-(1-methyl-1H-pyrazol-4-yl)-3-(trifluoromethyl)quinolin-5-yl)-3-(tetrahydro-2H-pyran-4-yl)-5,6-dihydroimidazo[1,5-a]pyrazine-7(8H)-carboxamide